2,6-Dichloro-4-nitronicotinic acid ClC1=C(C(=O)O)C(=CC(=N1)Cl)[N+](=O)[O-]